tert-butyl (2S,4S)-4-((7-(3-chloro-2-methylphenyl)-2-(methylthio)-3-nitro-8-oxo-6-(trifluoromethyl)-7,8-dihydro-1,7-naphthyridin-4-yl)amino)-2-(cyanomethyl)piperidine-1-carboxylate ClC=1C(=C(C=CC1)N1C(=CC=2C(=C(C(=NC2C1=O)SC)[N+](=O)[O-])N[C@@H]1C[C@H](N(CC1)C(=O)OC(C)(C)C)CC#N)C(F)(F)F)C